hexahydro-1H,3H-benzo[1,2-c:4,5-c']difuran-1,3,5,7-tetrone C1(C2C(C(O1)=O)CC1C(C(OC1=O)=O)C2)=O